OC=1C(C=CN2N([C@H]3N(C(C21)=O)CCOC3)C(C3=CC=CC=C3)C3=CC(=C(C=C3)F)F)=O (12aR)-7-hydroxy-12-[(3,4-difluorophenyl)(phenyl)methyl]-3,4,12,12a-tetrahydro-1H-[1,4]oxazino[3,4-c]pyrido[2,1-f][1,2,4]triazine-6,8-dione